2,3-bis(diphenylphosphino)-5-Norbornene C1(=CC=CC=C1)P(C1C2C=CC(C1P(C1=CC=CC=C1)C1=CC=CC=C1)C2)C2=CC=CC=C2